C(C)(C)(C)OC(NC1=CC=NN1C1CCCCC1)=O (1-cyclohexyl-1H-pyrazol-5-yl)carbamic acid tert-butyl ester